C(\C=C/C(=O)O)(=O)O.C(CCC)(O)O Butanediol maleate